((2S,5R)-2,5-diethyl-4-(1-(p-tolyl)ethyl)piperazin-1-yl)-4-methyl-2,4-dihydro-5H-pyrazolo[4,3-b]pyridin-5-one C(C)[C@@H]1N(C[C@H](N(C1)C(C)C1=CC=C(C=C1)C)CC)N1N=C2C(N(C(C=C2)=O)C)=C1